OC=1C=C(C=CC1O)\C=C(\C(=C\C=1C=C(C(=CC1)O)O)\[N+]#[C-])/[N+]#[C-] 4-[(1Z,3Z)-4-(3,4-dihydroxyphenyl)-2,3-diisocyanobutane-1,3-dienyl]benzene-1,2-diol